bis(2,4-di-tert-butyl-5-methylphenyl)-phenylphosphonite C(C)(C)(C)C1=C(C=C(C(=C1)C(C)(C)C)C)OP(OC1=C(C=C(C(=C1)C)C(C)(C)C)C(C)(C)C)C1=CC=CC=C1